N1(CCCC1)C1=CC=C(C=NNC=2SC(=C(N2)C)C(C)=NNC(=N)N)C=C1 2-(2-(4-(pyrrolidin-1-yl)benzylidene)hydrazino)-4-methyl-5-(1-(guanidinoimino)ethyl)-thiazole